N[C@H](C1=NC2=C(N1)C=CC(=C2F)C2(CCC(CC2)(F)F)C(=O)N2CC(C2)(F)F)C2CCC(CC2)(F)F (1-{2-[(S)-amino(4,4-difluorocyclohexyl)methyl]-4-fluoro-1H-benzimidazol-5-yl}-4,4-difluorocyclohexyl)(3,3-difluoroazetidin-1-yl)methanone